C(C)(C)(C)OC(=O)N1C=C(C2=CC=CC=C12)C=1C=CC=2N(C1)C(=C(N2)N)C(=O)[C@H]2[C@H](C2)F 3-(2-amino-3-((1s,2s)-2-fluorocyclopropane-1-carbonyl)imidazo[1,2-a]pyridin-6-yl)-1H-indole-1-carboxylic acid tert-butyl ester